tert-butyl 8-(4-methoxycarbonyl-3-morpholin-4-ylphenyl)-2,4-dihydropyrido[4,3-e][1,3]oxazine-3-carboxylate COC(=O)C1=C(C=C(C=C1)C1=NC=CC=2CN(COC21)C(=O)OC(C)(C)C)N2CCOCC2